C1=CC=CC=2C3=CC=CC=C3N(C12)C1=CC=C(C=C1)CCB(O)O 2-[4-(carbazol-9-yl)phenyl]ethylboronic acid